2-bromo-6-methoxybenzo[d]thiazole BrC=1SC2=C(N1)C=CC(=C2)OC